C[C@@]12CCC=3N=C(SC3C2CC[C@H]2[C@H]3[C@](CC[C@H]12)(C(CC3)=O)C)N(C(C)=O)C3=C(C=CC=C3)OC N-((5aR,5bS,7aS,10aS,10bR)-5a,7a-dimethyl-8-oxo-5,5a,5b,6,7,7a,8,9,10,10a,10b,11,12,12a-tetradecahydro-4H-cyclopenta[7,8]phenanthro[2,1-d]thiazol-2-yl)-N-(2-methoxyphenyl)acetamide